C[C@@H](C(=O)N[C@@H](CC(C)C)C(=O)N[C@@H](C)C(=O)N1CCC[C@H]1C(=O)O)N The molecule is a tetrapeptide composed of L-alanine, L-leucine, L-alanine, and L-proline joined in sequence by peptide linkages. It has a role as a metabolite. It derives from a L-alanine, a L-leucine and a L-proline.